ClC=1C=CC(=C(C1)N1C(C(N(CC1)[C@H](C(=O)NC1=CC=C(C(=O)O)C=C1)CC1=CC=CC=C1)=O)=O)N1N=NN=C1 (S)-4-(2-(4-(5-chloro-2-(1H-tetrazol-1-yl)phenyl)-2,3-dioxopiperazin-1-yl)-3-phenylpropionamido)benzoic acid